ClC=1C=CC(=C(C1)N1CON(CO1)C(C(=O)O)CC1=CC=CC=C1)N1N=NC(=C1)C(F)(F)F 2-(4-(5-Chloro-2-(4-(trifluoromethyl)-1H-1,2,3-triazol-1-yl)phenyl)-2,5-dioxapiperazin-1-yl)-3-phenylpropionic acid